C1(=CC=CC2=CC=CC=C12)NC(=O)OC(C(=O)O)C 2-O-(1-naphthylaminocarbonyl)-lactic acid